Cl.O1COC2=NC=C(C=C21)N [1,3]Dioxolo[4,5-b]pyridin-6-amine hydrochloride